CC1=C(C=CC(=C1)C)[N+](C)(C)C N-(2,4-dimethylphenyl)-N,N,N-trimethylammonium